C(#N)C1(CCC1)N1C(=CC2=CC(=CC=C12)C1CCOCC1)C(=O)OCC ethyl 1-(1-cyanocyclobutyl)-5-tetrahydropyran-4-yl-indole-2-carboxylate